2-((1-Fluorocyclopentyl)methyl)-5-(2-(2-methylimidazo[1,2-a]pyridin-7-yl)pyridin-3-yl)oxazol FC1(CCCC1)CC=1OC(=CN1)C=1C(=NC=CC1)C1=CC=2N(C=C1)C=C(N2)C